N1=CN=C(C2=C1NC=C2)N2CCSC(=C2)C=2C=C(N)C=CC2 3-(4-(7H-pyrrolo[2,3-d]pyrimidin-4-yl)-3,4-dihydro-2H-1,4-thiazin-6-yl)aniline